1,2-Di-eicosenoyl-sn-glycero-3-phosphorylcholine C(C=CCCCCCCCCCCCCCCCCC)(=O)OC[C@@H](OC(C=CCCCCCCCCCCCCCCCCC)=O)COP(=O)(O)OCC[N+](C)(C)C